ClC1=NC(=C(C(=C1C#N)C1=CC=C(C=C1)OCCO)C#N)SCC1=CC=C(C=C1)OC 2-chloro-4-[4-(2-hydroxyethoxy)phenyl]-6-[(4-methoxyphenyl)methylsulfanyl]-pyridine-3,5-dicarbonitrile